1-(1-((6-(trifluoromethyl)benzo[b]thiophen-2-yl)methyl)-1,8-diazaspiro[4.5]decane-8-carbonyl)-1H-pyrazole-3-carboxylic acid FC(C=1C=CC2=C(SC(=C2)CN2CCCC23CCN(CC3)C(=O)N3N=C(C=C3)C(=O)O)C1)(F)F